C(C)OC(CCC(=O)C1=C(C2=C(C=C(C3=C2C=C(O3)C)OC)S1)C)=O 4-(4-methoxy-2,8-dimethylthieno[3,2-e]benzofuran-7-yl)-4-oxobutanoic acid ethyl ester